6-amino-2,7-dimethyl-1,3-benzothiazole-5-carboxylic acid NC1=C(C2=C(N=C(S2)C)C=C1C(=O)O)C